C(C1=CC=CC=C1)[C@@H]1N(OCC1)C1=CC(=NC=N1)NC=1C(=CC(=C(C1)C(C(=O)N)=C)N1CCN(CC1)C)OC (5-((6-((S)-3-benzylisoxazolidin-2-yl)pyrimidin-4-yl)amino)-4-methoxy-2-(4-methylpiperazin-1-yl)phenyl)acrylamide